C(CCCC)N(CCCCC)CCCCC tripentylamine